C(CCCC\C=C/C\C=C/C\C=C/C\C=C/CC)(=O)O (6z,9z,12z,15z)-octadec-6,9,12,15-tetraenoic acid